dimethylaminomethyl-[1,3]-dioxolane CN(C)CC1OCCO1